CC(=CCC/C(=C/CC1=C(C=CC(=C1O)OC)C2=C(C(=O)C3=C(C=C(C=C3O2)O)O)O)/C)C The molecule is a tetrahydroxyflavone that is flavonol substituted by additional hydroxy groups at positions 5, 7 and 3', a methoxy group at position 4' and a geranyl group at position 2'. It has been isolated from the twigs of Morus nigra. It has a role as a plant metabolite. It is a tetrahydroxyflavone, a member of flavonols and a monomethoxyflavone. It derives from a flavonol.